Hydroxypropanol OC(CC)O